COCCN1N=CC(=C1)[C@@H]1CN(C[C@@H](C1)C)C1=NC=CC(=N1)C1=CN=C2N1C=C(C=C2)C(F)(F)F 3-(2-((3r,5r)-3-(1-(2-methoxyethyl)-1H-pyrazol-4-yl)-5-methylpiperidin-1-yl)pyrimidin-4-yl)-6-(trifluoromethyl)imidazo[1,2-a]pyridine